FC1=C(C=C(C=C1)F)C1=CC=C(N=N1)NC1C2CN(CC12)CC1CCOCC1 trans-N-[6-(2,5-difluorophenyl)pyridazin-3-yl]-3-(tetrahydropyran-4-ylmethyl)-3-azabicyclo[3.1.0]hexane-6-amine